Ethyl 4-[5-[(1,3-dihydro-1-oxo-2H-inden-2-ylidene)methyl]-2-furanyl]benzoate O=C1C(CC2=CC=CC=C12)=CC1=CC=C(O1)C1=CC=C(C(=O)OCC)C=C1